1-(4,4-dimethylcyclohexyl)ethan-1-one CC1(CCC(CC1)C(C)=O)C